C1(=CC=C(C=C1)C(=O)N1CC2=C(NC=3C=CC(=CC23)C2=CC=C(C=C2)C)CC1)C p-tolyl(8-(p-tolyl)-1,3,4,5-tetrahydro-2H-pyrido[4,3-b]indol-2-yl)methanone